FC(CN1N=CC(=C1)C=1C=NN2C1N=C(C=C2)NC(C)C2=C(C=CC(=C2)F)OCCF)F 3-(1-(2,2-difluoroethyl)-1H-pyrazol-4-yl)-N-(1-(5-fluoro-2-(2-fluoroethoxy)phenyl)ethyl)pyrazolo[1,5-a]pyrimidine-5-amine